2-propenoic acid 9,9-diethoxy-4-oxo-3,10-dioxa-5-aza-9-siladodecan-1-yl ester C(C)O[Si](CCCNC(OCCOC(C=C)=O)=O)(OCC)OCC